C(#N)C=1C=C2C(=CC=NC2=CC1)NC1=C(C=C(C(=O)NC2=CC=C(C=C2)NC2=CC=NC=C2)C=C1)C 4-((6-Cyanoquinolin-4-yl)amino)-3-methyl-N-(4-(pyridin-4-ylamino)phenyl)benzamide